N-[(1S)-5-[2-(2-aminopyridin-3-yl)-7-fluoro-5-(pyrazol-1-yl)imidazo[4,5-b]pyridin-3-yl]-2,3-dihydro-1H-inden-1-yl]-3-formyl-4-hydroxybenzamide NC1=NC=CC=C1C1=NC=2C(=NC(=CC2F)N2N=CC=C2)N1C=1C=C2CC[C@@H](C2=CC1)NC(C1=CC(=C(C=C1)O)C=O)=O